2-fluoro-4-((pyrrolidin-1-ylsulfonyl)carbamoyl)-3-(trifluoromethoxy)benzoic acid FC1=C(C(=O)O)C=CC(=C1OC(F)(F)F)C(NS(=O)(=O)N1CCCC1)=O